C(=CC1=CC=CC=C1)C=1C(=C(C=CC1)OC1=C(C(=CC=C1)C=CC1=CC=CC=C1)C=CC1=CC=CC=C1)C=CC1=CC=CC=C1 distyrenylphenyl ether